ACETYLPYRIDINE CC(=O)C1=CC=CC=N1